CN1C(C2=CN=CC=C2C(=C1)C1=CC=C(OC2CCN(CC2)CC2CCN(CC2)C(=O)OC(C)(C)C)C=C1)=O tert-butyl 4-((4-(4-(2-methyl-1-oxo-1,2-dihydro-2,7-naphthyridin-4-yl)phenoxy)piperidin-1-yl)methyl)piperidine-1-carboxylate